2,4,6,7-tetrachloroquinazoline ClC1=NC2=CC(=C(C=C2C(=N1)Cl)Cl)Cl